tert-butyl 3-((4-amino-3-iodo-1H-pyrazolo[3,4-d]pyrimidin-1-yl) methyl)azetidine-1-carboxylate NC1=C2C(=NC=N1)N(N=C2I)CC2CN(C2)C(=O)OC(C)(C)C